N1=CN=C(C=C1)CNC(C)=O N-(pyrimidin-4-yl-methyl)-acetamide